C[Si](N[Si](C)(C)C)(C)C.[Na] sodium hexamethyldisilazane salt